BrC1=CC=C(C=C1)N[C@H](CC(=O)NC(OC(C)(C)C)=O)C Tert-butyl (S)-(3-((4-bromophenyl)amino)butanoyl)carbamate